C(CC)OC(=O)N1CCN(CC1)C1=NC=2N(C=C1)N=CC2C=2C(=NC(=CC2)C)OC 4-(3-(2-methoxy-6-methylpyridin-3-yl)pyrazolo[1,5-a]pyrimidin-5-yl)piperazine-1-carboxylic acid propyl ester